3-[(6-butyl-4-phenylquinolin-2-yl)(methyl)amino]butyric acid C(CCC)C=1C=C2C(=CC(=NC2=CC1)N(C(CC(=O)O)C)C)C1=CC=CC=C1